1-(6,7-dihydro-5H-benzo[6,7]cyclohepta[1,2-c]pyridazin-3-yl)-N3-(2-(cyclopropylmethyl)-1,2,3,4-tetrahydroisoquinolin-7-yl)-1H-1,2,4-triazole-3,5-diamine N1=NC(=CC2=C1C1=C(CCC2)C=CC=C1)N1N=C(N=C1N)NC1=CC=C2CCN(CC2=C1)CC1CC1